6-(4-(pyren-2-yl)phenyl)-1,3,5-triazine-2,4-diamine C1=C(C=C2C=CC3=CC=CC4=CC=C1C2=C34)C3=CC=C(C=C3)C3=NC(=NC(=N3)N)N